4-((1R,5S)-3,8-diazabicyclo[3.2.1]octan-3-yl)-7-(4-chloro-1H-indol-3-yl)-8-fluoro-2-((tetrahydro-1H-pyrrolizin-7a(5H)-yl)methoxy)quinazoline [C@H]12CN(C[C@H](CC1)N2)C2=NC(=NC1=C(C(=CC=C21)C2=CNC1=CC=CC(=C21)Cl)F)OCC21CCCN1CCC2